C(C)(C)(C)OC(CCCCCCOC1=CC(=C(C=C1)[N+](=O)[O-])NC)=O.N(=[N+]=[N-])CCC[SiH2]OCC 3-azidopropylethoxysilane tert-butyl-7-(3-(methylamino)-4-nitrophenoxy)heptanoate